C(C)(C)(C)OC(=O)C1=NC=C(C=N1)C#CC#N 5-(cyanoethynyl)pyrimidine-2-carboxylic acid tert-butyl ester